methyl 6-((3S,4R)-4-(3,4-dichloro-5-methyl-1H-pyrrole-2-carboxamido)-3-methoxypiperidin-1-yl)pyridazine-3-carboxylate ClC1=C(NC(=C1Cl)C)C(=O)N[C@H]1[C@H](CN(CC1)C1=CC=C(N=N1)C(=O)OC)OC